N-capryloyl-arginine C(CCCCCCC)(=O)N[C@@H](CCCNC(N)=N)C(=O)O